oleyl-diaminopropane diacetate C(C)(=O)O.C(C)(=O)O.C(CCCCCCC\C=C/CCCCCCCC)CC(C)(N)N